6-((1s,4s)-4-(3,4-difluorophenyl)cyclohexyl)-2-thia-6-azaspiro[3.4]octane 2,2-dioxide FC=1C=C(C=CC1F)C1CCC(CC1)N1CC2(CS(C2)(=O)=O)CC1